3-(3-bromo-1H-pyrazol-1-yl)propyl 4-methylbenzenesulfonate CC1=CC=C(C=C1)S(=O)(=O)OCCCN1N=C(C=C1)Br